FC1(CCC1)C(=O)O 1-fluorocyclobutanecarboxylic acid